C[C@H]1NCC[C@H](C1)O (2R,4R)-2-methylpiperidin-4-ol